6'-((2S,2S)-2-(6-chloro-3-fluoroimidazo[1,2-b]pyridazin-8-yl)cyclopropyl)-1'-(2,2,2-trifluoroethyl)spiro[cyclobutane-1,3'-indolin]-2'-one ClC=1C=C(C=2N(N1)C(=CN2)F)[C@@H]2C(C2)C2=CC=C1C3(C(N(C1=C2)CC(F)(F)F)=O)CCC3